C(CCCCCCCCCCC)N1CN(C=C1)C=C 3-dodecyl-1-vinyl-imidazole